OC1=NC=CC(=C1SC1=NC=CC=N1)C(=N)N hydroxy-3-(pyrimidin-2-ylsulfanyl)pyridine-4-carboxamidine